C1(CC1)C1=NN(C=C1N1N=CC2=CC=CC=C12)[C@@H]1C[C@H](C1)CN (trans-3-(3-cyclopropyl-4-(1H-indazol-1-yl)-1H-pyrazol-1-yl)cyclobutyl)methanamine